(R)-2-methyl-N-(1-(2-methyl-3-(trifluoromethyl)phenyl)ethyl)-6-(piperazin-1-yl)quinolin-4-amine CC1=NC2=CC=C(C=C2C(=C1)N[C@H](C)C1=C(C(=CC=C1)C(F)(F)F)C)N1CCNCC1